2,4-Dioxo-3-benzyl-N-(2-chlorophenyl)-1,2,3,4-tetrahydropyrimidine-5-carboxamide O=C1NC=C(C(N1CC1=CC=CC=C1)=O)C(=O)NC1=C(C=CC=C1)Cl